oxalomalic acid C(C(=O)O)C(C(=O)C(=O)O)(C(=O)O)O